6-[1-(2,2-difluoroethyl)-1H-pyrazolo[3,4-b]pyrazin-6-yl]-2-[3-(trifluoromethoxy)benzoyl]-2,6-diazaspiro[3.4]octane FC(CN1N=CC=2C1=NC(=CN2)N2CC1(CN(C1)C(C1=CC(=CC=C1)OC(F)(F)F)=O)CC2)F